N-(4-(tert-butyl)phenyl)-3-methylaniline C(C)(C)(C)C1=CC=C(C=C1)NC1=CC(=CC=C1)C